O[C@H]1CC[C@@]2([C@H]3CC[C@@]4([C@H](CC[C@H]4[C@@H]3CC=C2C1)[C@@H](CCC(=O)N1CCN(CC1)C(=O)[O-])C)C)C 4-((R)-4-((3S,8S,9S,10R,13R,14S,17R)-3-hydroxy-10,13-dimethyl-2,3,4,7,8,9,10,11,12,13,14,15,16,17-tetradecahydro-1H-cyclopenta[a]phenanthren-17-yl)pentanoyl)piperazine-1-carboxylate